[F-].P(=O)([O-])([O-])[O-].C1(=CC(=CC(=C1)C)C)C.C1(=CC(=CC(=C1)C)C)C bis(mesitylene) phosphate fluoride